[1-[4-[methyl(tetrahydropyran-4-yl)amino]-5-oxido-6,7-dihydro-thieno[3,2-d]pyrimidin-5-ium-2-yl]azetidin-3-yl] 4-methylsulfonylbenzoate CS(=O)(=O)C1=CC=C(C(=O)OC2CN(C2)C=2N=C(C3=C(N2)CC[S+]3[O-])N(C3CCOCC3)C)C=C1